FC(F)(F)CC(=O)O.FC(F)(F)OC(C)=O.N1=CC(=CC=C1)C(=O)N pyridine-3-carboxamide trifluoromethyl-acetate (trifluoromethyl-acetate)